3,5-bis((tert-butyldiphenylsilyl)oxy)cyclohexan-1-ol [Si](C1=CC=CC=C1)(C1=CC=CC=C1)(C(C)(C)C)OC1CC(CC(C1)O[Si](C1=CC=CC=C1)(C1=CC=CC=C1)C(C)(C)C)O